FC(OC1=CC=CC=2C(N([C@H]3C=4N([C@@H](C21)C3)C3=C(N4)C=CC(=C3)C#CC3CN(CC3)C(C(C)(C)O)=O)C([2H])([2H])[2H])=O)F (7R,14R)-1-(difluoromethoxy)-11-((1-(2-hydroxy-2-methylpropanoyl)pyrrolidin-3-yl)ethynyl)-6-(methyl-d3)-6,7-dihydro-7,14-methanobenzo[f]benzo[4,5]imidazo[1,2-a][1,4]diazocin-5(14H)-one